2-n-butylbenzo[d]isothiazol-3-one C(CCC)N1SC2=C(C1=O)C=CC=C2